1-(1,2,3,4,5,6,7,8-octahydro-2,3,8,8-tetramethyl-2-naphthalenyl)-ethane-1-on CC1(CC=2C(CCCC2CC1C)(C)C)C(C)=O